C1=CC=C(C=C1)CCCCC(=O)O The molecule is a monocarboxylic acid that is valeric acid substituted by a phenyl group at the delta-position. It is a monocarboxylic acid and a member of benzenes. It derives from a valeric acid.